BrC=1C=C(C(=O)NC2=CC=C(C=C2)OCC2CC2)C=CN1 2-bromo-N-(4-(cyclopropylmethoxy)phenyl)isonicotinamide